6,6'-bis[2-(trimethylsilyl)ethynyl]-3,3'-bipyridine C[Si](C#CC1=CC=C(C=N1)C=1C=NC(=CC1)C#C[Si](C)(C)C)(C)C